tert-butyl 4-(2-(2-cyano-4-methyl-5-((4-((6-(2,2,2-trifluoroethyl)thieno[2,3-d]pyrimidin-4-yl)amino)piperidin-1-yl)methyl)-1H-indol-1-yl)acetyl)piperazine-1-carboxylate C(#N)C=1N(C2=CC=C(C(=C2C1)C)CN1CCC(CC1)NC=1C2=C(N=CN1)SC(=C2)CC(F)(F)F)CC(=O)N2CCN(CC2)C(=O)OC(C)(C)C